FC=1C(N(C=C(C1)CCN1CC(C1)F)C(C(=O)OC)[C@@H](CC)C)=O methyl (3R)-2-(3-fluoro-5-(2-(3-fluoroazetidin-1-yl)ethyl)-2-oxopyridin-1(2H)-yl)-3-methylpentanoate